The molecule is a calcium cation, a divalent metal cation and a monoatomic dication. It has a role as a human metabolite and a cofactor. [Ca+2]